C(C)C=1OC(=C(N1)C=1C=C2CN(C(C2=CC1)=O)C1C(NC(CC1)=O)=O)C1=CC=CC=C1 3-(5-(2-ethyl-5-phenyloxazol-4-yl)-1-oxoisoindolin-2-yl)piperidine-2,6-dione